C1(=CC=CC=C1)C1=NC(=NC(=N1)C1=CC=CC=C1)C1=CC=C(C=C1)C1=CC(=CC=C1)N1C2=CC=CC=C2C=2C=C(C=CC12)B(O)O (9-(4'-(4,6-diphenyl-1,3,5-triazin-2-yl)-[1,1'-biphenyl]-3-yl)-9H-carbazol-3-yl)boronic acid